1-(6-chloro-3-methylpyrazin-2-yl)ethanol ClC1=CN=C(C(=N1)C(C)O)C